CC1(CCN(CC1)C=1C=2N(C=C(N1)C=1C=NN(C1)C)N=CC2)CN (4-methyl-1-(6-(1-methyl-1H-pyrazol-4-yl)pyrazolo[1,5-a]pyrazin-4-yl)piperidin-4-yl)methanamine